C1(=CC=CC=C1)/C=C/COC1=C2C(=CC3=C1C=CC(O3)=O)OC=C2 trans-4-(3-Phenyl-2-propenyloxy)-7H-furo[3,2-g][1]benzopyran-7-one